N-(4-bromo-3-chlorophenyl)-6,7,8,9-tetrahydro-5H-5,8-epiminocyclohepta[d]pyrimidine BrC1=C(C=C(C=C1)N1CN=CC2=C1CC1CCC2N1)Cl